(E)-4-[4-(3-Chloro-10,11-dihydro-5H-dibenzo[b,f]azepin-5-yl)butyl-methyl-amino]-N-methoxy-but-2-enamide ClC=1C=CC2=C(N(C3=C(CC2)C=CC=C3)CCCCN(C/C=C/C(=O)NOC)C)C1